C[C@H](CCCC(C)C)[C@H]1CC[C@]2([C@H]1CC[C@@H]3[C@@]2(CC[C@@H]4[C@@]3(CCCC4(C)C)C)C)C protostane